acryloxyoctadecyldiiodomethylsilane C(C=C)(=O)OCCCCCCCCCCCCCCCCCC[SiH2]C(I)I